C1(=CC=C(C=C1)SN1C(CCC1=O)=O)C 1-(p-tolylthio)pyrrolidine-2,5-dione